pyridin-3-amine hydrogen chloride Cl.N1=CC(=CC=C1)N